3-(trifluoromethyl)-5,6,7,8-tetrahydro-1,2,4-triazolo[4,3-a]-pyrazine FC(C1=NN=C2N1CCNC2)(F)F